BrC1=NN2C(N(C(=C(C2=O)N2CCN(CC2)C(=O)OC(C)(C)C)CC)CC(NC2=C(C=C(C=C2)C(F)(F)F)Cl)=O)=N1 tert-butyl 4-[2-bromo-4-({[2-chloro-4-(trifluoromethyl)phenyl]carbamoyl}methyl)-5-ethyl-7-oxo-[1,2,4]triazolo[1,5-a]pyrimidin-6-yl]piperazine-1-carboxylate